1-[4-[4-[2,3-dimethyl-4-(1-methylbenzotriazol-5-yl)oxy-anilino]pyrimido[5,4-d]pyrimidin-6-yl]piperazin-1-yl]prop-2-en-1-one CC1=C(NC=2C3=C(N=CN2)C=NC(=N3)N3CCN(CC3)C(C=C)=O)C=CC(=C1C)OC1=CC3=C(N(N=N3)C)C=C1